N-(2-methoxyethoxy)azetidin-3-amine trifluoroacetate FC(C(=O)O)(F)F.COCCONC1CNC1